5-(4-fluorophenyl)thio-3-(1,2,3,6-tetrahydropyridin-4-yl)-1H-indole FC1=CC=C(C=C1)SC=1C=C2C(=CNC2=CC1)C=1CCNCC1